monobehenyl phosphate P(=O)(OCCCCCCCCCCCCCCCCCCCCCC)([O-])[O-]